CC1(NC(=NC(=C1)C)NC=1C=C(C2=C(CCO2)C1)C=1CCNCC1)N 4,6-dimethyl-N2-[7-(1,2,3,6-tetrahydropyridin-4-yl)-2,3-dihydrobenzofuran-5-yl]pyrimidine-2,4-diamine